C(#N)C=1C=C(CCNC=2N=CC3=C(N2)N(C(C(=C3)C=3C(=C(C=CC3F)NS(=O)(=O)N3C[C@@H](CC3)F)F)=O)C)C=CC1 (R)-N-(3-(2-((3-cyanophenethyl)amino)-8-methyl-7-oxo-7,8-dihydropyrido[2,3-d]pyrimidin-6-yl)-2,4-difluorophenyl)-3-fluoropyrrolidine-1-sulfonamide